Nickel lactate C(C(O)C)(=O)[O-].[Ni+2].C(C(O)C)(=O)[O-]